FC1=CC=C(C(=O)N[C@@H](C)C=2C=C3CCCN(C3=CC2)C(=O)C2(CC2)F)C=C1 4-Fluoro-N-{(1S)-1-[1-(1-fluorocyclopropan-1-carbonyl)-1,2,3,4-tetrahydrochinolin-6-yl]ethyl}benzamid